Methyl (E)-3-(4-(((tert-butoxycarbonyl)(2-(4-((4-fluorobenzyl)oxy)phenyl) cyclopropyl)amino)methyl)phenyl)acrylate C(C)(C)(C)OC(=O)N(C1C(C1)C1=CC=C(C=C1)OCC1=CC=C(C=C1)F)CC1=CC=C(C=C1)/C=C/C(=O)OC